FC1=CC(=C(C=C1)[C@@H]([C@H](C)OC([C@@H](NC(=O)C1=NC=CC(=C1OCOC(C)=O)OC)C)=O)C(C)C)C N-{[3-(acetoxymethoxy)-4-methoxypyridin-2-yl]carbonyl}-L-alanine (2S,3S)-3-(4-fluoro-2-methylphenyl)-4-methylpentane-2-yl ester